FC=1C=C(C=C(C1)F)C=1N(N=C2C(N(CCC21)C(=O)C=2N=CC1=CC=CC=C1C2)C)C (3-(3,5-difluorophenyl)-2,7-dimethyl-2,4,5,7-tetrahydro-6H-pyrazolo[3,4-c]pyridin-6-yl)(isoquinolin-3-yl)methanone